chloro(3-chloropropyl)dimethylsilane Cl[Si](C)(C)CCCCl